COC1=CC=C(CN(C2=CC(=C(C(=N2)C2=C(C=C3C(=NC(=NC3=C2F)F)N2C[C@H]3CC[C@@H](C2)N3C(=O)OC(C)(C)C)Cl)C(F)(F)F)C)CC3=CC=C(C=C3)OC)C=C1 tert-butyl (1r,5s)-3-(7-(6-(bis(4-methoxybenzyl) amino)-4-methyl-3-(trifluoromethyl) pyridin-2-yl)-6-chloro-2,8-difluoroquinazolin-4-yl)-3,8-diazabicyclo[3.2.1]octane-8-carboxylate